4-(3-chloro-4-fluoroanilino)-7-methoxy-6-(3-morpholinopropoxy)quinazoline ClC=1C=C(NC2=NC=NC3=CC(=C(C=C23)OCCCN2CCOCC2)OC)C=CC1F